CCCC(C)CC The molecule is an alkane that is hexane substituted by a methyl group at position 3. It has a role as a human metabolite. It is an alkane and a volatile organic compound.